triisooctyl-(2-ethoxyethoxy)silane C(CCCCC(C)C)[Si](OCCOCC)(CCCCCC(C)C)CCCCCC(C)C